O=C1NC(CCC1N1C(C2=CC=C(C=C2C1=O)NC1CCC(CC1)=O)=O)=O 2-(2,6-dioxopiperidin-3-yl)-5-((4-oxocyclohexyl)amino)isoindoline-1,3-dione